(S)-5-(((2-((2',2''-dichloro-3''-(6-methoxy-5-(((((S)-5-oxopyrrolidin-2-yl)methyl)amino)methyl)pyridin-2-yl)-[1,1':3',1''-terphenyl]-4-yl)oxy)ethyl)amino)methyl)pyrrolidin-2-one ClC1=C(C=CC=C1C1=C(C(=CC=C1)C1=NC(=C(C=C1)CNC[C@H]1NC(CC1)=O)OC)Cl)C1=CC=C(C=C1)OCCNC[C@@H]1CCC(N1)=O